N-((S)-1-hydroxy-propan-2-yl)benzenesulfonamide OC[C@H](C)NS(=O)(=O)C1=CC=CC=C1